ClC=1C=CC(=C(CN2C=CC=3C2=CC=C2C(=NC(=NC32)N)N)C1)F 7-(5-chloro-2-fluorobenzyl)-7H-pyrrolo[2,3-h]quinazoline-2,4-diamine